C(C)(C)(C)OC(=O)N1CCN(CC1)C1=C(C=C(C=C1)NCCCCCCSC1=C2C=C(C=NC2=CC=C1)C1=CC=CC=C1)C 4-(2-methyl-4-((6-((3-phenylquinolin-5-yl)thio)hexyl)amino)phenyl)piperazine-1-carboxylic acid tert-butyl ester